FC(OC1=CC=CC=2C(N([C@H]3C=4N([C@@H](C21)C3)C3=C(N4)C=CC(=C3)C#CC3(CN(C3)C3COC3)O)C([2H])([2H])[2H])=O)F (7R,14R)-1-(difluoromethoxy)-11-((3-hydroxy-1-(oxetan-3-yl)azetidin-3-yl)ethynyl)-6-(methyl-d3)-6,7-dihydro-7,14-methanobenzo[f]benzo[4,5]imidazo[1,2-a][1,4]diazocin-5(14H)-one